C(CCC)OS(=O)(=O)C(F)(F)F Trifluoromethanesulfonic acid n-butyl ester